FC1(OC2=C(O1)C=CC=C2C(C)NC(=O)NC2CC1(CC1)C2)F 1-[1-(2,2-difluoro-benzo[1,3]dioxolan-4-yl)-ethyl]-3-spiro[2.3]hex-5-yl-urea